(8z)-1-oxaheptadec-8-en-2-one OC(CCCCC\C=C/CCCCCCCC)=O